C(C1=CC=CC=C1)NC(C)C=1C=C(C=CC1)NC1=NC=C(C(=N1)NC=1C=CC2=C(NC(O2)=O)C1)C 5-(2-(3-(1-(benzylamino)ethyl)phenylamino)-5-methylpyrimidin-4-ylamino)benzo[d]oxazol-2(3H)-one